(4S,5R)-3-(3-isoquinolin-4-ylpropanoyl)-4-methyl-5-(3,4,5-trifluorophenyl)-1,3-oxazolidin-2-one C1=NC=C(C2=CC=CC=C12)CCC(=O)N1C(O[C@@H]([C@@H]1C)C1=CC(=C(C(=C1)F)F)F)=O